C(=O)[O-] (CIS-P)-format